C(C=C)[C@]1(C(C2=CC=CC=C2CC1)=O)CNC(OC(C)(C)C)=O (S)-tert-butyl ((2-allyl-1-oxo-1,2,3,4-tetrahydronaphthalen-2-yl)methyl)carbamate